4-(3-((6-methoxy-3-((4-methoxyphenyl)carbamoyl)-2-oxo-2H-benzopyran-7-yl)oxy)propoxy)-3-(phenylsulfonyl)-1,2,5-oxadiazole-2-oxide COC=1C(=CC2=C(C=C(C(O2)=O)C(NC2=CC=C(C=C2)OC)=O)C1)OCCCOC=1C(=[N+](ON1)[O-])S(=O)(=O)C1=CC=CC=C1